ClC=1C=CC(=C(C1)C=1N=CN(C(C1)=O)[C@H]1CCC[C@H](C(NC=2C=NN(C2C=2C=CN=C1C2)C)=O)C)NC2=NC=CC=N2 (9R,13S)-13-(4-{5-Chloro-2-[(pyrimidin-2-yl)amino]phenyl}-6-oxo-1,6-dihydropyrimidin-1-yl)-3,9-dimethyl-3,4,7,15-tetraazatricyclo[12.3.1.02,6]octadeca-1(18),2(6),4,14,16-pentaen-8-one